1-(4-methyl-1,3-dioxane-2-yl)propan-2-ol CC1OC(OCC1)CC(C)O